2-[1-[4-[(2,4-dioxohexahydropyrimidin-1-yl)methyl]phenyl]-4-hydroxy-4-piperidyl]acetic acid O=C1N(CCC(N1)=O)CC1=CC=C(C=C1)N1CCC(CC1)(O)CC(=O)O